ethyl (S)-3-(8-chloro-6-(2-chlorophenyl)-1-(methylthio)-4H-benzo[f][1,2,4]triazolo[4,3-a][1,4]diazepin-4-yl)propionate ClC=1C=CC2=C(C(=N[C@H](C=3N2C(=NN3)SC)CCC(=O)OCC)C3=C(C=CC=C3)Cl)C1